2-((2-methoxy-4-(1-methyl-1H-pyrazol-5-yl)phenyl)amino)-4-((tetrahydro-2H-pyran-4-yl)amino)-7H-pyrrolo[2,3-d]pyrimidine-5-carbonitrile COC1=C(C=CC(=C1)C1=CC=NN1C)NC=1N=C(C2=C(N1)NC=C2C#N)NC2CCOCC2